2-hydroxy-2-(4-methoxyphenyl)acetic acid methyl ester COC(C(C1=CC=C(C=C1)OC)O)=O